(S)-1-(2-((1-((3-chloro-2-fluorobenzyl)amino)-4-(methylthio)-1-oxobutan-2-yl)amino)-2-oxoethyl)-1H-indazole-3-carboxamide ClC=1C(=C(CNC([C@H](CCSC)NC(CN2N=C(C3=CC=CC=C23)C(=O)N)=O)=O)C=CC1)F